COC1OC=CCC1 3,4-dihydro-2-Methoxy-2H-pyran